C1(=CC=CC=C1)CCCC1=NOC(=N1)[C@H]1N(C[C@@H](C1)OC(C)(C)C)C1=CC2=CC=C(C=C2C=C1)C(N)=O 3-(3-phenylpropyl)-5-[(2S,4R)-4-tert-butoxy-1-(6-carbamoyl-2-naphthyl)-pyrrolidin-2-yl]-1,2,4-oxadiazole